C(C=C)(=O)O.C(C=C)(=O)O.C1(=CC=CC=2C3=CC=CC=C3CC12)C1C(COCC2C(O2)C2=CC=CC=3C4=CC=CC=C4CC23)O1 fluoreneglycidyl ether diacrylate